ethyl bis(4-(N'-hydroxycarbamimidoyl)phenyl)phosphinate ON=C(N)C1=CC=C(C=C1)P(OCC)(=O)C1=CC=C(C=C1)C(N)=NO